NC1=C(C=2C(=NC=C(N2)N2CCOCC2)N1C1=C(C(=CC=C1C)OC)C)C(=O)N 6-amino-5-(3-methoxy-2,6-dimethylphenyl)-2-morpholino-5H-pyrrolo[2,3-b]pyrazine-7-carboxamide